(5's)-5'-methyl-3H-spiro[isobenzofuran-1,3'-pyrrolidine] C[C@H]1CC2(CN1)OCC1=CC=CC=C12